COC(=O)C1N(CC(C1)(C)O)C(=O)OC(C)(C)C 4-hydroxy-4-methylpyrrolidine-1,2-dicarboxylic acid 1-tert-butyl 2-methyl ester